C1(CC1)S(=O)(=O)NC1=C(C=CC(=C1)C(F)(F)F)B(O)O (2-(Cyclopropanesulfonamido)-4-(trifluoromethyl)phenyl)boronic acid